[N+](=O)([O-])C1=CC=C(C(=O)O[C@@H](CC#C)[C@@H]2C[C@@H]3[C@@H](OC(O3)(C)C)O2)C=C1 (S)-1-((3aR,5S,6aR)-2,2-Dimethyltetrahydrofuro[2,3-d][1,3]dioxol-5-yl)but-3-yn-1-yl 4-nitrobenzoate